N[C@@H]1[C@H](OC1)C(=O)O (2S,3S)-3-AMINO-2-OXETANECARBOXYLIC ACID